6-(2-(2',5'-difluoro-[1,1'-biphenyl]-3-yl)-2-hydroxyacetyl)-2-(1-phenylcyclopropyl)-5,6,7,8-tetrahydropyrido[4,3-d]pyrimidin-4(3H)-one FC1=C(C=C(C=C1)F)C1=CC(=CC=C1)C(C(=O)N1CC2=C(N=C(NC2=O)C2(CC2)C2=CC=CC=C2)CC1)O